isopropyl-hydroxyketone tert-butyl-N-[4-[4-[2-[1-(2,6-dioxo-3-piperidyl)-3-methyl-2-oxo-benzimidazol-5-yl]ethynyl]piperidine-1-carbonyl]phenyl]carbamate C(C)(C)(C)OC(NC1=CC=C(C=C1)C(=O)N1CCC(CC1)C#CC1=CC2=C(N(C(N2C)=O)C2C(NC(CC2)=O)=O)C=C1)=O.C(C)(C)C(=O)O